2-((2s,5s)-4-(tert-butoxycarbonyl)-2-(methoxymethyl)-5-methylpiperazin-1-yl)-2-(4-fluorophenyl)acetic acid C(C)(C)(C)OC(=O)N1C[C@H](N(C[C@@H]1C)C(C(=O)O)C1=CC=C(C=C1)F)COC